(S)-N-(8-(2-chloro-3-fluorophenyl)-9-(4-((1-(3-fluoropropyl)pyrrolidin-3-yl)oxy)phenyl)-6,7-dihydro-5H-benzo[7]annulen-3-yl)methanesulfonamide ClC1=C(C=CC=C1F)C=1CCCC2=C(C1C1=CC=C(C=C1)O[C@@H]1CN(CC1)CCCF)C=CC(=C2)NS(=O)(=O)C